9-((tert-butyldiphenylsilyl)oxy)heptadecane-1,17-diyl dimethanesulfonate CS(=O)(=O)OCCCCCCCCC(CCCCCCCCOS(=O)(=O)C)O[Si](C1=CC=CC=C1)(C1=CC=CC=C1)C(C)(C)C